3-(4-(6,7-dimethoxyquinazolin-4-yl)-1,4-diazepan-1-yl)propionitrile COC=1C=C2C(=NC=NC2=CC1OC)N1CCN(CCC1)CCC#N